C(C)(C)N1N=C(C(=C1C)O)C1=C(C=CC=C1)C1=CC=NC=C1 1-isopropyl-3-(2-(pyridin-4-yl)phenyl)-5-methyl-pyrazol-4-ol